tert-butyl 4-(1-azidopropan-2-yl)piperidine-1-carboxylate N(=[N+]=[N-])CC(C)C1CCN(CC1)C(=O)OC(C)(C)C